4-(Azidomethyl)-1-(3-chloro-4-phenoxybenzyl)piperidine N(=[N+]=[N-])CC1CCN(CC1)CC1=CC(=C(C=C1)OC1=CC=CC=C1)Cl